BrC1=C(C(=CC=C1)F)CC(=O)O 2-bromo-6-fluorophenylacetic acid